N(=C=S)[C@H](CC#N)C (S)-3-isothiocyanatobutyronitrile